NC=1CN(C2=NC(=CC=C2C1NC)CC)C=1C(=NC=CC1)C 3-Amino-7-ethyl-4-(methylamino)-1-(2-methylpyridin-3-yl)-1,8-naphthyridin